N1N=NN=C1C(=O)O tetrazolic acid